propyl-2-propenoic acid C(CC)C(C(=O)O)=C